C(CCCCCCCCCCCCCCCCCCCCC)OC(CCC(=O)OCCCCCCCCCCCCCCCCCCCCCC)=O.NC1=CC=C(C(=N1)C1=C(C=C2C(=NC=NC2=C1)N1CCN(CC1)C(C=C)=O)C1CC1)C(F)(F)F 1-[4-[7-[6-amino-3-(trifluoromethyl)-2-pyridinyl]-6-cyclopropyl-quinazolin-4-yl]piperazin-1-yl]prop-2-en-1-one di-docosyl-succinate